(4S)-4-(2-imino-4,4-dimethyl-6-oxo-hexahydropyrimidin-1-yl)-1,1-dioxo-N-[(2R,4S)-2-(trifluoromethyl)chroman-4-yl]-3,4-dihydro-2H-thiochromene-6-carboxamide N=C1N(C(CC(N1)(C)C)=O)[C@H]1CCS(C2=CC=C(C=C12)C(=O)N[C@H]1C[C@@H](OC2=CC=CC=C12)C(F)(F)F)(=O)=O